O1C2=C(OCC1)C=C(C=C2)C=2C=CC=C1C=NC(=NC21)NC=2C=CC1=C(CC[C@H](CC1)N1CCCC1)C2 (S)-8-(2,3-dihydrobenzo[b][1,4]dioxin-6-yl)-N-(7-(pyrrolidin-1-yl)-6,7,8,9-tetrahydro-5H-benzo[7]annulen-2-yl)quinazolin-2-amine